COCCN1C=CC=2C1=NC(=CC2)CO (1-(2-Methoxyethyl)-1H-pyrrolo[2,3-b]pyridin-6-yl)methanol